4-(Bromo-methyl)tetrahydropyran BrCC1CCOCC1